1-(benzyloxy)hexane C(C1=CC=CC=C1)OCCCCCC